trans-N-(1-(2,6-Dimethoxyphenyl)-2-(6-ethoxypyridin-2-yl)-1H-imidazo[4,5-b]pyrazin-6-yl)-1-((1r,3r)-3-hydroxy-3-methylcyclobutyl)methansulfonamid COC1=C(C(=CC=C1)OC)N1C(=NC=2C1=NC(=CN2)NS(=O)(=O)CC2CC(C2)(C)O)C2=NC(=CC=C2)OCC